(R)-2-aminopentan-1-ol N[C@@H](CO)CCC